3,6-bis(2-amino-3-trifluoromethyl-5-pyridyloxy)benzonorbornene NC1=NC=C(C=C1C(F)(F)F)OC1C2C3=C(C1CC2)C=C(C=C3)OC=3C=C(C(=NC3)N)C(F)(F)F